FC[C@H](CC)N1C=NC(=C1C=1C=CC=2N(N1)C(=CN2)C#N)C2=CC=C(C=C2)F (S)-6-(1-(1-fluorobutan-2-yl)-4-(4-fluoro-phenyl)-1H-imidazol-5-yl)imidazo[1,2-b]pyridazine-3-carbonitrile